[C@H]12CNC[C@H](CC1)N2C2=NC(=NC1=C(C(=CC=C21)C2=CC(=CC1=CC=CC(=C21)C#C)O)F)OC[C@]21CCCN1C[C@@H](C2)F 4-(4-((1R,5S)-3,8-Diazabicyclo[3.2.1]octan-8-yl)-8-fluoro-2-(((2R,7aS)-2-fluorotetrahydro-1H-pyrrolizin-7a(5H)-yl)methoxy)quinazolin-7-yl)-5-ethynylnaphthalen-2-ol